2-((5-(2-cyclopropylphenyl)pyrrolidin-3-yl)oxy)-N,N-dimethylethan-1-amine C1(CC1)C1=C(C=CC=C1)C1CC(CN1)OCCN(C)C